BrC1=CC2=C(OC(OC2=O)(C)C)C=C1 6-bromo-2,2-dimethyl-4H-benzo[d][1,3]dioxin-4-one